N1N=CCC1 4,5-dihydro-pyrazol